1-tert-butyl 2-methyl (R)-pyrrolidine-1,2-dicarboxylate N1([C@H](CCC1)C(=O)OC)C(=O)OC(C)(C)C